N-(3-(3-chloroquinoxaline-6-carbonyl)phenyl)trimethylacetamide ClC=1C=NC2=CC=C(C=C2N1)C(=O)C=1C=C(C=CC1)NC(C(C)(C)C)=O